7-(2-fluoro-4-(trifluoromethyl)phenyl)-N,N-dimethyl-5-(3-(2-methylpyridin-4-yl)piperidin-1-yl)thiazolo[4,5-d]pyrimidin-2-amine FC1=C(C=CC(=C1)C(F)(F)F)C=1C2=C(N=C(N1)N1CC(CCC1)C1=CC(=NC=C1)C)N=C(S2)N(C)C